N-(4-cyclobutyl-1-(4-fluorobenzyl)-3-methyl-1H-pyrazol-5-yl)-4,4,4-trifluoro-3,3-dimethylbutanamide C1(CCC1)C=1C(=NN(C1NC(CC(C(F)(F)F)(C)C)=O)CC1=CC=C(C=C1)F)C